(isopropylamino)-3-((6-morpholinopyridazin-3-yl)oxy)propan-2-ol C(C)(C)NCC(COC=1N=NC(=CC1)N1CCOCC1)O